S(=O)([O-])[O-].[Na+].C(C)OOOCC.[Na+] ethoxy ether sodium sulfite